tert-butyl-N-(diphenylmethylene)glycine C(C)(C)(C)C(N=C(C1=CC=CC=C1)C1=CC=CC=C1)C(=O)O